Pentanediyl-bis(butylphenyl carbamate) C(CCCCN(C([O-])=O)C1=C(C=CC=C1)CCCC)N(C([O-])=O)C1=C(C=CC=C1)CCCC